[Fe](Cl)Cl.C(C)N1C=[N+](C=C1)C 1-ethyl-3-methylimidazolium iron chloride salt